1-{[(2s,3r)-3-methyl-5-oxopyrrolidin-2-yl]methoxy}-7-(prop-2-yloxy)isoquinoline-6-carboxamide C[C@H]1[C@H](NC(C1)=O)COC1=NC=CC2=CC(=C(C=C12)OC(C)C)C(=O)N